1-phenyl-methaneamine C1(=CC=CC=C1)CN